C(CCCCCCC\C=C/C\C=C/C\C=C/CC)(=O)O (9Z,12Z,15Z)-octadeca-9,12,15-tri-enoic acid